C(C)C(COC1=CC(=C(C=C1)C1=NC(=NC(=N1)C1=C(C=C(C=C1)OCC(CCCC)CC)O)C1=CC=C(C=C1)OC)O)CCCC 2,4-bis[4-(2-ethylhexyl-oxy)-2-hydroxyphenyl]-6-(4-methoxyphenyl)-1,3,5-triazine